ClC1=C(C(=CC=C1)O)C1=C(C(=NC=2C=C(CCC12)C1=C(N=CS1)C)N1CC2(CN(C2)C(C=C)=O)CC1)C#N 4-(2-chloro-6-hydroxyphenyl)-7-(4-methyl-1,3-thiazol-5-yl)-2-(2-(2-propenoyl)-2,6-diazaspiro[3.4]octan-6-yl)-5,6-dihydro-3-quinolinecarbonitrile